[K+].[O-2].[O-2].[Ti+4] titanium dioxide, potassium salt